methyl (2-((tert-butoxycarbonyl)amino)ethyl)glycinate C(C)(C)(C)OC(=O)NCCNCC(=O)OC